N1=C(C=CC=C1)C([O-])=S pyridinethioate